COC(\C=C\CN(C)CCOCCOCCOCCOCCN(C(=O)OC(C)(C)C)C(=O)OC(C)(C)C)=O methyl-(E)-4-[2-[2-[2-[2-[2-[bis(tert-butoxycarbonyl)amino]ethoxy]ethoxy]ethoxy]ethoxy]ethyl-methyl-amino]but-2-enoate